N-(((2S,5R)-6-(benzyloxy)-7-oxo-1,6-diazabicyclo[3.2.1]octan-2-yl)(imino)methyl)pyridazine-3-carboxamide C(C1=CC=CC=C1)ON1[C@@H]2CC[C@H](N(C1=O)C2)C(NC(=O)C=2N=NC=CC2)=N